[N+](=O)([O-])C1=CC=C(CN2N=C(C3=CC=CC=C23)C(=O)O)C=C1 1-(4-nitro-benzyl)-1H-indazole-3-carboxylic acid